2-(2-methoxypyridin-4-yl)-5-methyl-3-phenyl-6-(quinolin-6-yl)pyrazolo[1,5-a]pyrimidin-7(4H)-one COC1=NC=CC(=C1)C1=NN2C(NC(=C(C2=O)C=2C=C3C=CC=NC3=CC2)C)=C1C1=CC=CC=C1